C(C)(=O)C1=C(C=C(C=C1)Cl)NC(C(=O)NC(C(=O)NC1(NC2=CC=CC=C2C1)C(=O)O)CC1=CC=CC=C1)=O 2-(2-(((2-acetyl-5-chlorophenyl)amino)-2-oxoacetamido)-3-phenylpropionamido)-1H-indole-2-carboxylic acid